O=C(CCOC[C@@H](C)NC=1C(=CN=NC1)C(F)(F)F)N1C[C@H]2N(C3=C(NCC2)C=C(C=N3)C(F)(F)F)CC1 5-(((R)-1-(3-oxo-3-((S)-3-(trifluoromethyl)-6,7,7a,8,10,11-hexaHydropyrazino[1,2-d]pyrido[3,2-b][1,4]diazepin-9(5H)-yl)propoxy)propan-2-yl)amino)-4-(Trifluoromethyl)pyridazin